C1(CCC1)(CO)CO cyclobutane-1,1-diyldimethanol